NC1=NC=CC2=C1N=CN2[C@H]2C=C(CC2)CO 5R-(4-amino-1H-imidazo[4,5-c]pyridin-1-yl)-3-(hydroxymethyl)-3-cyclopentene